HentriaContanedioic Acid C(CCCCCCCCCCCCCCCCCCCCCCCCCCCCCC(=O)O)(=O)O